C(C1=CC=CC=C1)C1(C[C@@H]2[C@@H](CN(C2)C[C@@H](C2=NC=C(C=C2)O)O)C1)O (3aR,5S,6aS)-5-benzyl-2-((S)-2-hydroxy-2-(5-hydroxypyridin-2-yl)ethyl)octahydrocyclopenta[c]pyrrol-5-ol